ClC=1C(=C(C=CC1)NC(=O)NC1=CC(=CC=C1)OC(F)(F)F)CO 1-(3-chloro-2-hydroxymethylphenyl)-3-(3-trifluoromethoxyphenyl)urea